bis-fluoro-methyl-terephthalic acid FC=1C(=C(C(=C(C(=O)O)C1)C)F)C(=O)O